BrC1=CC=C(S1)C=O 5-bromothiophene-2-carboxaldehyde